4-(((6-(3-((6-(1H-tetrazol-5-yl)-1-(thiazol-5-ylmethyl)-1H-benzo[d]imidazol-2-yl)methyl)-3-azabicyclo[4.1.0]heptan-6-yl)pyridin-2-yl)oxy)methyl)-3-fluorobenzonitrile N1N=NN=C1C=1C=CC2=C(N(C(=N2)CN2CC3CC3(CC2)C2=CC=CC(=N2)OCC2=C(C=C(C#N)C=C2)F)CC2=CN=CS2)C1